2-phenyl-4-(pyrrolidin-1-yl)pyridine C1(=CC=CC=C1)C1=NC=CC(=C1)N1CCCC1